O=C1C(CCC2=C1SC=C2C(=O)[O-])C2=CC=CC=C2 7-oxo-6-phenyl-4,5,6,7-tetrahydrobenzo[b]thiophene-3-carboxylate